7-methoxy-4-[4-(2-methylsulfanyl-ethyl)pyrazol-1-yl]Quinoline COC1=CC=C2C(=CC=NC2=C1)N1N=CC(=C1)CCSC